ClC1=CC(=C(C=N1)C(C)C1=NN(C(=C1)C(=O)O)C)C 3-(1-(6-chloro-4-methylpyridin-3-yl)ethyl)-1-methyl-1H-pyrazole-5-carboxylic acid